NC1=C(C=C(C=C1)C1=CC=C2C=C(N(C2=C1)CC1CC1)C1=NC2=C(N1C)C(=CC(=C2)C(=O)N2[C@@H]1CC[C@H](C2)[C@H]1N)OC)F (1R,4R,7R)-2-{2-[6-(4-amino-3-fluorophenyl)-1-(cyclopropylmethyl)-1H-indol-2-yl]-7-methoxy-1-methyl-1H-1,3-benzodiazole-5-carbonyl}-2-azabicyclo[2.2.1]heptan-7-amine